BrC1=C(C(=O)O)C=CC(=C1F)F 2-Bromo-3,4-difluorobenzoic acid